C(C)(C)(C)OC(=O)N[C@@H](CC1=CC=CC=C1)C(=O)ON1C(CCC1=O)=O 2,5-dioxopyrrolidin-1-yl (tert-butoxycarbonyl)-L-phenylalaninate